FC1=C(C(=O)OC)C=CN=C1NC(=O)NCCO methyl 3-fluoro-2-(3-(2-hydroxyethyl)ureido)isonicotinate